C(C)(C)(C)C1N(CCC(C1)OC1=NC=CC(=N1)N1N(C(C=2C1=NC(=NC2)S(=O)(=O)C)=O)CC=C)C(=O)O.CN([C@@H](CC2=CC=CC=C2)C(=O)O)C(CCCCCBr)=O methyl-6-bromohexanoyl-phenylalanine tert-butyl-4-((4-(2-allyl-6-(methylsulfonyl)-3-oxo-2,3-dihydro-1H-pyrazolo[3,4-d]pyrimidin-1-yl)pyrimidin-2-yl)oxy)piperidine-1-carboxylate